C(C)(C)C1=C(C=CC=C1)SCC(=O)O 2-(2-Isopropylphenylthio)acetic acid